4-ethyl-3,3-dimethyloxetan-2-one C(C)C1C(C(O1)=O)(C)C